NC1=C(C=CC=C1)C(=C(C1=CC=CC=C1)C1=CC=CC=C1)C1=CC=CC=C1 amino-tetraphenyl-ethylene